5-[Phenyl(6-phenyl-4-dibenzofuranyl)amino]-2-[4-[phenyl(6-phenyl-4-dibenzofuranyl)amino]-1-naphthalenyl]phenol C1(=CC=CC=C1)N(C=1C=CC(=C(C1)O)C1=CC=C(C2=CC=CC=C12)N(C1=CC=CC2=C1OC1=C2C=CC=C1C1=CC=CC=C1)C1=CC=CC=C1)C1=CC=CC2=C1OC1=C2C=CC=C1C1=CC=CC=C1